[Cl-].C(CCC)[N+]1(CCCC1)CCCC 1,1-Dibutylpyrrolidinium chlorid